OC1=C2C(C=C(OC2=CC(=C1)O)C1=CC=CC=C1)=O 5,7-dihydroxy-2-phenyl-4H-chromen-4-one